O1CCOC2=C1C=CC(=C2)B(O)O 2,3-dihydro-1,4-benzodioxin-6-yl-boranediol